C(C)(C)(C)OC(=O)N([C@@H]1CN(CC1)C=1C2=CN(N=C2C(=CC1)C(=O)OC)C)CC#C methyl 4-[(3S)-3-[tert-butoxycarbonyl(prop-2-ynyl)amino]pyrrolidin-1-yl]-2-methyl-indazole-7-carboxylate